3-(bis(4-methoxyphenyl)methyl)-4-hydroxy-2H-pyran COC1=CC=C(C=C1)C(C=1COC=CC1O)C1=CC=C(C=C1)OC